C1C[C@H](N=C1)C(=O)[O-] The molecule is a 1-pyrroline-5-carboxylate resulting from the removal of the proton from the carboxy group of (S)-1-pyrroline-5-carboxylic acid. It is a conjugate base of a (S)-1-pyrroline-5-carboxylic acid. It is an enantiomer of a (R)-1-pyrroline-5-carboxylate.